[Si](C)(C)(C(C)(C)C)O[C@H]1[C@@H](N([C@@H](C1)COS(=O)(=O)C)C(=O)OC(C)(C)C)C tert-butyl (2S,3R,5S)-3-[(tert-butyldimethylsilyl) oxy]-5-[(methanesulfonyloxy) methyl]-2-methyl-pyrrolidine-1-carboxylate